FC=1C=CC2=C(C(N(C3=NC4=C(C(NCCO2)=O)C=NN4C=C3)C)C)C1 11-fluoro-13,14-dimethyl-6,7,13,14-tetrahydro-1,15-ethenopyrazolo[4,3-f][1,4,8,10]benzoxatriazacyclotridecin-4(5H)-one